4-chloro-5-(4,4,5,5-tetramethyl-1,3,2-dioxaborolan-2-yl)-1H-indazol-3-amine ClC1=C2C(=NNC2=CC=C1B1OC(C(O1)(C)C)(C)C)N